7-{(3R*)-3-[4-(4-{4-[2-(2,6-Dioxopiperidin-3-yl)-1-oxo-2,3-dihydro-1H-isoindol-5-yl]piperazin-1-yl}butoxy)phenyl]pyrrolidin-1-yl}-4-methyl-1H-indole-3-carbonitrile O=C1NC(CCC1N1C(C2=CC=C(C=C2C1)N1CCN(CC1)CCCCOC1=CC=C(C=C1)[C@@H]1CN(CC1)C=1C=CC(=C2C(=CNC12)C#N)C)=O)=O |o1:33|